C1(=CC=CC=C1)OC(CCC(F)F)=O 4,4-Difluorobutyric acid phenylester